ClC=1C=C(C=CC1)C1=NN=C(S1)C1=NN(C(C=C1)=O)CC(=O)NC1CCC1 2-(3-(5-(3-chlorophenyl)-1,3,4-thiadiazol-2-yl)-6-oxopyridazin-1(6H)-yl)-N-cyclobutylacetamide